Cl.NCC1CCC1 (trans)-3-(aminomethyl)cyclobutane hydrochloride